1-(4-butoxypiperidin-1-yl)-2-(2-phenyl-1,3-thiazol-4-yl)ethan-1-one C(CCC)OC1CCN(CC1)C(CC=1N=C(SC1)C1=CC=CC=C1)=O